C(CCC)(=O)OOC=1C=C2C(N(C(C2=CC1)C(C)(C)C)C1C(NC(CC1)=O)=O)=O tert-butyl-((2-(2,6-dioxopiperidin-3-yl)-3-oxoisoindolin-5-yl) oxy) butyrate